BrC=1C=C(C=C2C([C@@H](COC12)CC1CCC(CC1)NC(OC(C)(C)C)=O)=O)CBr tert-butyl 4-(((R)-8-bromo-6-(bromomethyl)-3,4-dihydro-4-oxo-2H-chromen-3-yl)methyl)cyclohexylcarbamate